FC(C(=O)O)(F)F.NC1=NN2C(N=CC=C2)=C1C(=O)NC(C)C=1C=C(C=2N(C1N1CC(CC1)O)C=NC2)Cl 2-Amino-N-{1-[8-chloro-5-(3-hydroxy-pyrrolidin-1-yl)imidazo[1,5-a]pyridin-6-yl]ethyl}pyrazolo[1,5-a]pyrimidine-3-carboxamide trifluoroacetate salt